C(C1=CC=CC=C1)C1C2CC2CN1C(=O)[O-] 2-benzyl-3-azabicyclo[3.1.0]hexane-3-carboxylate